COC1=C(C=CC=C1C(F)(F)F)[C@@H]1[C@H](O[C@@]([C@@H]1C)(C(F)(F)F)C)C(=O)NC1=CC(=NC=C1)C(=O)N (2S,3R,4R,5S)-4-[[3-[2-Methoxy-3-(trifluoromethyl)phenyl]-4,5-dimethyl-5-(trifluoromethyl)tetrahydrofuran-2-carbonyl]amino]pyridin-2-carboxamid